FC(C(=O)O)(F)F.FC[C@@H]1NCC1 (2R)-2-(fluoromethyl)azetidine trifluoroacetic acid salt